[OH-].C(CC)[N+](CCC)(CCC)CCC tetraprop-ylammonium hydroxide